tert-Butyl 3-(5-methoxy-7-(thiazol-2-yl)benzo[d]oxazol-2-yl)-3,8-diazabicyclo[3.2.1]octane-8-carboxylate COC=1C=C(C2=C(N=C(O2)N2CC3CCC(C2)N3C(=O)OC(C)(C)C)C1)C=1SC=CN1